3-(6-chloropyridin-2-yl)-6,7-dihydro-5H-pyrrolo[2,1-c][1,2,4]triazole ClC1=CC=CC(=N1)C=1N2C(=NN1)CCC2